C1(CCCCC1)NN1CCN(CC1)C=1SC2=C(C(N1)=O)C=C(C=C2[N+](=O)[O-])C(F)(F)F 2-(4-(cyclohexylamino)piperazin-1-yl)-8-nitro-6-(trifluoromethyl)-4H-benzo[e][1,3]thiazin-4-one